3-hydroxycholesterol OC1(CC2=CC[C@H]3[C@@H]4CC[C@H]([C@@H](CCCC(C)C)C)[C@]4(CC[C@@H]3[C@]2(CC1)C)C)O